FC1=C(C(=CC=C1)C(F)(F)F)C(=O)N1C[C@]2(CC1)C=C(C(C(C2)(C)C)=O)C#N (5R)-2-[2-fluoro-6-(trifluoromethyl)benzene-1-carbonyl]-9,9-dimethyl-8-oxo-2-azaspiro[4.5]dec-6-ene-7-carbonitrile